F[B-](F)(F)F.C(C)(C)(C)P(C(C)(C)C)C(C)(C)C tri-tert-butyl-phosphine tetrafluoroborate